N=1C=2C(C=CC1)=CNC2 6H-pyrrolo[3,4-b]pyridine